5-[(3S)-3-pyrrolidin-1-ylpyrrolidin-1-yl]thiazol-2-amine N1(CCCC1)[C@@H]1CN(CC1)C1=CN=C(S1)N